calcium bis[monoethyl(3,5-di-tert-butyl-4-hydroxybenzyl)phosphonate] C(C)C(C1=CC(=C(C(=C1)C(C)(C)C)O)C(C)(C)C)P([O-])([O-])=O.C(C)C(C1=CC(=C(C(=C1)C(C)(C)C)O)C(C)(C)C)P([O-])([O-])=O.[Ca+2].[Ca+2]